BrC=1C(=NC=NC1C)C(F)F 5-bromo-4-(difluoromethyl)-6-methylpyrimidine